C1[C@H]2C=CC1C(=O)N2 (1S)-(+)-2-azabicyclo[2.2.1]hept-5-en-3-one